2-(2-(tetrahydro-2H-pyran-4-yl)phenyl)acetic acid methyl ester COC(CC1=C(C=CC=C1)C1CCOCC1)=O